C1(CC1)C1=CC(=NN1C1=CC=C(C=C1)NC(CC=1N=C2N(C=CC=C2)C1)=O)C(F)(F)F N-{4-[5-cyclopropyl-3-(trifluoromethyl)-1H-pyrazol-1-yl]phenyl}-2-(imidazo[1,2-a]pyridin-2-yl)acetamide